(2-fluoroanilino)acetonitrile FC1=C(NCC#N)C=CC=C1